4,6-dichloroquinoline-3-sulfonyl chloride ClC1=C(C=NC2=CC=C(C=C12)Cl)S(=O)(=O)Cl